4-[(4-aminophenyl)[3-(trifluoromethyl)phenyl]methyl]aniline NC1=CC=C(C=C1)C(C1=CC=C(N)C=C1)C1=CC(=CC=C1)C(F)(F)F